N-[2-cyano-4-fluoro-3-[4-oxo-3-(3-phenylpropyl)quinazolin-6-yl]oxy-phenyl]cyclopentanesulfonamide C(#N)C1=C(C=CC(=C1OC=1C=C2C(N(C=NC2=CC1)CCCC1=CC=CC=C1)=O)F)NS(=O)(=O)C1CCCC1